F[B-](F)(F)F.C(CCC)[N+](C)(CCCC)CCCC tributylmethyl-ammonium tetrafluoroborate